tris(2,3-dimethylbutyl)aluminum CC(C[Al](CC(C(C)C)C)CC(C(C)C)C)C(C)C